O-methyl-phenylacetic acid COC(CC1=CC=CC=C1)=O